C(C)(C)OC(C1=C(N=C(C(=C1)F)N1N=C(N(C1=O)CC)COCC1=CC=CC=C1)C=C)=O (3-((benzyloxy)methyl)-4-ethyl-5-oxo-4,5-dihydro-1H-1,2,4-triazol-1-yl)-5-fluoro-2-vinylnicotinic acid isopropyl ester